(R)-2-((4-(5-(chloromethyl)-1,2,4-oxadiazol-3-yl)-2-methoxyphenyl)amino)-8-cyclopentyl-7-ethyl-5-methyl-7,8-dihydropteridin-6(5H)-one ClCC1=NC(=NO1)C1=CC(=C(C=C1)NC1=NC=2N([C@@H](C(N(C2C=N1)C)=O)CC)C1CCCC1)OC